2-methylphenylhydrazine hydrochloride salt Cl.CC1=C(C=CC=C1)NN